CC=1CN(C2=CC=CC=C2N1)CC=C 3-methyl-1-allylquinoxalin